Trans-N-(4-hydroxycyclohexyl)-7-[2-(2,2,2-trifluoroethoxy)phenyl]benzofuran-2-carboxamide O[C@@H]1CC[C@H](CC1)NC(=O)C=1OC2=C(C1)C=CC=C2C2=C(C=CC=C2)OCC(F)(F)F